NC1=NC=C(C(=C1)N1N=CC(=C1C(F)(F)F)C(=O)NC1N=C(C(=CC1=O)C#N)N1N=CC=N1)C 1-(2-amino-5-methylpyridin-4-yl)-N-(5-cyano-6-(2H-1,2,3-triazol-2-yl)pyridin-3-oneYl)-5-(trifluoromethyl)-1H-pyrazole-4-carboxamide